(2-methoxyethyl)(methyl)sulfane COCCSC